Cl.NC=1C(N(C=CC1)[C@H]1[C@@H](C1)C)=O |r| Trans-racemic-3-amino-1-(2-methylcyclopropyl)pyridin-2(1H)-one hydrochloride